C(C)(C)(C)OC(=O)N1CC2N(CC1)C(C(CC2)C(=O)O)=O 2-(tert-butoxycarbonyl)-6-oxo-octahydro-2H-pyrido[1,2-a]pyrazine-7-carboxylic acid